5-(3-ethylpentadecan-3-yl)oxazol-2(3H)-one C(C)C(CC)(CCCCCCCCCCCC)C1=CNC(O1)=O